bis(ethan-1-aminium) diacetate C(C)(=O)[O-].C(C)(=O)[O-].C(C)[NH3+].C(C)[NH3+]